3-(2,3-dimethylphenyl)-1,2,4-oxadiazole CC1=C(C=CC=C1C)C1=NOC=N1